OC1(CCC(CC1)(C)N1C(N(C=2N=CNC2C1=O)C)=O)C(F)(F)F (4-hydroxy-1-methyl-4-(trifluoromethyl)cyclohexyl)-3-methyl-1H-purine-2,6(3H,7H)-dione